N-((3R,4S)-1,3-dimethylpiperidin-4-yl)-2-(3-((2-methoxy-4-(methylsulfonyl)phenyl)amino)prop-1-yn-1-yl)-1-(2,2,2-trifluoroethyl)-1H-indol-4-amine CN1C[C@H]([C@H](CC1)NC=1C=2C=C(N(C2C=CC1)CC(F)(F)F)C#CCNC1=C(C=C(C=C1)S(=O)(=O)C)OC)C